(-)-L-alliin N[C@@H](CS(=O)CC=C)C(=O)O